C1CNCCC12NC(C=CNC2=O)=O 3,7,11-triazaspiro[5.6]dodec-9-ene-8,12-dione